CC1=NC(=CC=C1C=1C(=C(C(=C(C1N1C2=CC=CC=C2C=2C=CC=CC12)N1C2=CC=CC=C2C=2C=CC=CC12)C=1C=NC=CC1)N1C2=CC=CC=C2C=2C=CC=CC12)N1C2=CC=CC=C2C=2C=CC=CC12)C 9,9',9'',9'''-(3-(2,6-dimethylpyridin-3-yl)-6-(pyridin-3-yl)benzene-1,2,4,5-tetrayl)tetrakis(9H-carbazole)